ClC1=C(C=C2C(=C(N(C2=C1F)C)C=1NC(=NN1)C(C)N1CCOCC1)N1C=NC=C1)OC (1-(5-(6-chloro-7-fluoro-3-(1H-imidazol-1-yl)-5-methoxy-1-methyl-1H-indol-2-yl)-4H-1,2,4-triazol-3-yl)ethyl)morpholine